C1(CCCC1)N1C(=CC2=C1N=C(N=C2)NC2=NC=C(C=C2)N2CCC(CC2)N2CCC(CC2)(F)CCC2=CC(=C(C=C2)C2C(NC(CC2)=O)=O)F)C(=O)N(C)C 7-cyclopentyl-2-((5-(4-(4-(2,6-dioxopiperidin-3-yl)-3-fluoro-phenethyl)-4-fluoro-[1,4'-bipiperidin]-1'-yl)pyridin-2-yl)amino)-N,N-dimethyl-7H-pyrrolo[2,3-d]pyrimidine-6-carboxamide